(S)-3-(5-bromo-3-((3-cyclopropyl-2-(2-ethoxy-2-oxoethyl)phenoxy)methyl)-1H-indazol-1-yl)pyrrolidine-1-carboxylic acid ethyl ester C(C)OC(=O)N1C[C@H](CC1)N1N=C(C2=CC(=CC=C12)Br)COC1=C(C(=CC=C1)C1CC1)CC(=O)OCC